(3R,4R,6R)-3-azido-6-(azidomethyl)-5,5-difluorotetrahydro-2H-pyran-2,4-diyl diacetate C(C)(=O)OC1O[C@@H](C([C@@H]([C@H]1N=[N+]=[N-])OC(C)=O)(F)F)CN=[N+]=[N-]